BrC1=C(C=CC(=C1)C(=O)N1C[C@H](CC1)N(C(OC(C)(C)C)=O)CC1=CC=C(C=C1)\C=C\C(=O)NO)C1=CC(=C(C=C1)OC)O tert-butyl (S,E)-(1-(2-bromo-3'-hydroxy-4'-methoxy-[1,1'-biphenyl]-4-carbonyl)pyrrolidin-3-yl)(4-(3-(hydroxyamino)-3-oxoprop-1-en-1-yl)benzyl)carbamate